α-methylbenzylmethylamine CC(C1=CC=CC=C1)NC